2-(hydroxymethyl)-1-(4-(trifluoromethyl)phenethyl)piperidine-3,4,5-triol OCC1N(CC(C(C1O)O)O)CCC1=CC=C(C=C1)C(F)(F)F